FC(C(=O)O)(F)F.FC(C(=O)O)(F)F.N1C(CCCC1=O)=O piperidine-2,6-dione bis(trifluoroacetate)